C(C)(SCCCCCF)=O S-(5-fluoropentyl) ethanethioate